9,9',9'',9'''-(4-(2-(pyridin-4-yl)phenyl)pyridine-2,3,5,6-tetrayl)tetrakis(9H-pyrido[3,4-b]indole) N1=CC=C(C=C1)C1=C(C=CC=C1)C1=C(C(=NC(=C1N1C2=C(C3=CC=CC=C13)C=CN=C2)N2C1=C(C3=CC=CC=C23)C=CN=C1)N1C2=C(C3=CC=CC=C13)C=CN=C2)N2C1=C(C3=CC=CC=C23)C=CN=C1